8-oxo-5,6,7,8-tetrahydronaphthalene-2-carboxylic acid methyl ester COC(=O)C1=CC=2C(CCCC2C=C1)=O